Methyl (2s)-2-[[(4Z)-4-(1,3-benzothiazol-6-ylmethylene)-5-oxo-1H-imidazol-2-yl]amino]-3-hydroxy-butanoate S1C=NC2=C1C=C(C=C2)\C=C\2/N=C(NC2=O)N[C@H](C(=O)OC)C(C)O